(4-bromothiophen-2-yl)acetic acid BrC=1C=C(SC1)CC(=O)O